C(#N)C1=C(C=CC(=C1)F)NC(COC=1C=CC=C2C(=NN(C12)C)C1C(NC(CC1)=O)=O)=O N-(2-cyano-4-fluorophenyl)-2-((3-(2,6-dioxopiperidin-3-yl)-1-methyl-1H-indazol-7-yl)oxy)acetamide